3-{4-[(4-chlorophenyl)(hydroxy)methyl]phenyl}-5-(trifluoromethyl)-4,5-dihydro-1,2-oxazol-5-ol ClC1=CC=C(C=C1)C(C1=CC=C(C=C1)C1=NOC(C1)(O)C(F)(F)F)O